N-(4-(2-(Thiazolo[5,4-d]pyrimidin-7-ylamino)ethyl)phenyl)methansulfonamid N1=CSC=2N=CN=C(C21)NCCC2=CC=C(C=C2)NS(=O)(=O)C